C(C)(C)(C)S(=O)(=O)O tertiary butyl-sulphonic acid